NCCN(CCCN)CCN N,N-di(2-aminoethyl)-1,3-propanediamine